NC[C@H](CC(CCNC(OC(C)(C)C)=O)C1CC1)[C@@H](C)NC(OC(C)(C)C)=O Di-tert-butyl ((5S,6R)-5-(aminomethyl)-3-cyclopropylheptane-1,6-diyl)dicarbamate